CC1(COC=2C1=NC(=CC2)C(=O)NC2=CC(=CC=C2)C2(CC(C2)C)C2=NN=CN2C)C 3,3-dimethyl-N-(3-((1s,3s)-3-methyl-1-(4-methyl-4H-1,2,4-triazol-3-yl)cyclobutyl)phenyl)-2,3-dihydrofuro[3,2-b]pyridine-5-carboxamide